hydroxy-3-acetyl-3-hydroxypiperidine ON1CC(CCC1)(O)C(C)=O